5-((8-((R)-3-(4-amino-3-(4-phenoxyphenyl)-1H-pyrazolo[3,4-d]pyrimidin-1-yl)piperidin-1-yl)-8-oxooctyl)thio)-2-(2,6-dioxopiperidin-3-yl)-4-fluoroisoindoline-1,3-dione NC1=C2C(=NC=N1)N(N=C2C2=CC=C(C=C2)OC2=CC=CC=C2)[C@H]2CN(CCC2)C(CCCCCCCSC=2C(=C1C(N(C(C1=CC2)=O)C2C(NC(CC2)=O)=O)=O)F)=O